NC(=O)CNC(OC[C@@H](CC1=CC=C(C=C1)OCC)N)=O (2R)-2-amino-3-(4-ethoxyphenyl)propyl (aminocarbonyl)methylcarbamate